BrC=1C=C(C=C(C1)Cl)C(C=C)=O 1-(3-bromo-5-chlorophenyl)-2-propen-1-one